NCC(CN1N=CN(C1=O)C=1C=NC(=C(C1)C)C1=CC=C(C=C1)S(=O)(=O)C)=C(F)F 2-[2-(aminomethyl)-3,3-difluoro-allyl]-4-[5-methyl-6-(4-methylsulfonylphenyl)-3-pyridinyl]-1,2,4-triazol-3-one